5-(2,3-dihydroxybenzylidene)-1-methyl-3-(4-tolyl)-2-selenoxoimidazolidin-4-one OC1=C(C=C2C(N(C(N2C)=[Se])C2=CC=C(C=C2)C)=O)C=CC=C1O